[Si](C)(C)(C(C)(C)C)OCCN1N=C(C(=C1)NC=1N=CC2=C(N1)N(C(=C2)C#N)[C@H](COC)C)O[C@@H]2COCC2 2-((1-(2-((tert-butyldimethylsilyl)oxy)ethyl)-3-(((S)-tetrahydrofuran-3-yl)oxy)-1H-pyrazol-4-yl)amino)-7-((S)-1-methoxypropan-2-yl)-7H-pyrrolo[2,3-d]pyrimidine-6-carbonitrile